6-(2-fluorophenyl)-8-(trifluoromethyl)-4H-pyrazolo[1,5-a][1,4]benzodiazepine-2-carboxylic acid FC1=C(C=CC=C1)C1=NCC=2N(C3=C1C=C(C=C3)C(F)(F)F)N=C(C2)C(=O)O